2-methyl-1,4-phenylene bis(4-((6-(acryloyloxy)hexyl)oxy)benzoate) C(C=C)(=O)OCCCCCCOC1=CC=C(C(=O)OC2=C(C=C(C=C2)OC(C2=CC=C(C=C2)OCCCCCCOC(C=C)=O)=O)C)C=C1